2-chloro-3-nitro-N-(3-(pyridin-2-yl)benzyl)quinolin-4-amine ClC1=NC2=CC=CC=C2C(=C1[N+](=O)[O-])NCC1=CC(=CC=C1)C1=NC=CC=C1